COCC(=O)NC1=C(C=NC=C1)CN1CC2=C(CC1)C(=CS2)C(=O)NC2=CC(=CC=C2)C(F)(F)F 6-((4-(2-Methoxyacetamido)pyridin-3-yl)methyl)-N-(3-(trifluoromethyl)phenyl)-4,5,6,7-tetrahydrothieno[2,3-c]pyridine-3-carboxamide